3-Amino-7-cyclopropyl-4-(7-fluoro-1H-indazol-4-yl)-2-oxo-1H-1,6-naphthyridine-5-carbonitrile NC=1C(NC=2C=C(N=C(C2C1C1=C2C=NNC2=C(C=C1)F)C#N)C1CC1)=O